(1-(2-((1r,4r)-4-(2-chloro-5-methylphenoxy)cyclohexyl)ethyl)-1,4,5,6-tetrahydrocyclopenta[c]pyrazol-3-yl)(4-fluoro-4-(hydroxymethyl)piperidin-1-yl)methanone ClC1=C(OC2CCC(CC2)CCN2N=C(C3=C2CCC3)C(=O)N3CCC(CC3)(CO)F)C=C(C=C1)C